C(=C)CC(=O)O.C(C)(=O)OC=C vinyl acetate (VINYL ACETATE)